N[C@@H]1[C@@H](OCC12CCN(CC2)C=2N=CC(=NC2CO)SC2=C(C(=NC=C2)N2CC(CC2)CC#N)Cl)C 2-(1-(4-(5-((3s,4s)-4-amino-3-methyl-2-oxa-8-azaspiro[4.5]decan-8-yl)-6-(hydroxymethyl)pyrazin-2-ylsulfanyl)-3-chloropyridin-2-yl)pyrrolidin-3-yl)acetonitrile